C1(=CC=CC=C1)C1CN(C1)C(=O)N1[C@@H]2[C@H](CC1)CN(C2)C#N (3aR,6aR)-1-(3-Phenylazetidine-1-carbonyl)hexahydropyrrolo[3,4-b]pyrrole-5(1H)-carbonitrile